ClC1=C(C(=CC=2N(C(=NC21)C)C)C#N)C2=CC=CN1C(=CC=C21)C(=O)C2=CC(=C(C(=C2)F)NC(\C=C\CNC2CCC(CC2)OC)=O)F (E)-N-(4-(8-(4-chloro-6-cyano-1,2-dimethyl-1H-benzo[d]imidazol-5-yl)indolizine-3-carbonyl)-2,6-difluorophenyl)-4-(((1r,4r)-4-methoxycyclohexyl)amino)but-2-enamide